[Si](C)(C)(C(C)(C)C)OC=1C=CC(=NC1)N 5-((tert-butyldimethylsilyl)oxy)pyridin-2-amine